ethyl-4-amino-6'-(bis(4-methoxybenzyl) amino)-3-fluoro-4'-methyl-3'-(trifluoromethyl)-[2,2'-bipyridine]-5-carboxylate C(C)OC(=O)C=1C(=C(C(=NC1)C1=NC(=CC(=C1C(F)(F)F)C)N(CC1=CC=C(C=C1)OC)CC1=CC=C(C=C1)OC)F)N